tert-Butyl 4-(2-(3-((2-(tert-butoxy)-2-oxoethyl)amino) propyl)-7,8-dichloroquinolin-4-yl)-1H-pyrazole-1-carboxylate C(C)(C)(C)OC(CNCCCC1=NC2=C(C(=CC=C2C(=C1)C=1C=NN(C1)C(=O)OC(C)(C)C)Cl)Cl)=O